FC1=CC=C(CNS(=O)(=O)C=2C(=CC(=C(C2)OC)OC)C2=CC(=CC(=C2)OC)OC)C=C1 N-(4-fluorobenzyl)-3',4,5,5'-tetramethoxy-[1,1'-biphenyl]-2-sulfonamide